O1CCC(CC1)C=1C=CC(=NC1CN1CCCC1)NC1=CC2=C(C=N1)SC(=N2)N2C[C@H](CC2)O (3S)-1-(6-{[5-(Oxan-4-yl)-6-[(pyrrolidin-1-yl)methyl]pyridin-2-yl]amino}-[1,3]thiazolo[5,4-c]pyridin-2-yl)pyrrolidin-3-ol